3-(4-fluorophenyl)-N-(p-tolyl)prop-2-en-1-imine FC1=CC=C(C=C1)C=CC=NC1=CC=C(C=C1)C